N-chloro-4-methylbenzenesulfonamide, sodium salt [Na].ClNS(=O)(=O)C1=CC=C(C=C1)C